FC(C1=CC=C(N=N1)OC1=CC=C(C=C1)C1CCN(CC1)C=O)(F)F (4-(4-((6-(trifluoromethyl)pyridazin-3-yl)oxy)phenyl)piperidin-1-yl)-methanone